C(C)N1C(=NN(C1=O)C=1C=C2C(=CC(=NC2=CC1F)C1=C(C=CC=C1)C)C(C(F)(F)F)C)CO 4-ethyl-1-(7-fluoro-2-(o-tolyl)-4-(1,1,1-trifluoropropan-2-yl)quinolin-6-yl)-3-(hydroxymethyl)-1H-1,2,4-triazol-5(4H)-one